CC(CN1CCNCC1)N α-Methyl-1-piperazinethanamin